5,5-dimethyl-4,5-dihydroisoxazol-3-ylisothiourea hydrobromide Br.CC1(CC(=NO1)NC(S)=N)C